NS(=O)(=O)NCC1=CC=C(O1)C(=O)O 5-[(aminosulfonylamino)methyl]Furan-2-carboxylic acid